ClC1=C2C(=NN(C2=CC=C1)S(=O)(=O)C1=CC=C(C=C1)C(C)(F)F)N1CC([C@H](C1)C)(F)F 4-Chloro-1-[4-(1,1-difluoroethyl)phenyl]sulfonyl-3-[(4S)-3,3-difluoro-4-methyl-pyrrolidin-1-yl]indazole